tert-butyl 6-(4-(difluoromethyl)-2-nitrophenoxy)-2-azaspiro[3.3]heptane-2-carboxylate FC(C1=CC(=C(OC2CC3(CN(C3)C(=O)OC(C)(C)C)C2)C=C1)[N+](=O)[O-])F